α-methylpropionyloxypropyldimethylchlorosilane CC(C(=O)OCCC[Si](Cl)(C)C)C